7-((1S,3S)-3-(6-(trifluoromethyl)pyridin-3-yl)cyclohexyl)-2-thia-7-azaspiro[3.5]nonane 2,2-dioxide FC(C1=CC=C(C=N1)[C@@H]1C[C@H](CCC1)N1CCC2(CS(C2)(=O)=O)CC1)(F)F